2-(4-(diphenylamino)phenyl)benzofuran-5-carbaldehyde C1(=CC=CC=C1)N(C1=CC=C(C=C1)C=1OC2=C(C1)C=C(C=C2)C=O)C2=CC=CC=C2